2-(2-cyanophenyl)-1-hydroxy-4-methyl-1H-imidazole-5-carboxylic acid ethyl ester C(C)OC(=O)C1=C(N=C(N1O)C1=C(C=CC=C1)C#N)C